C(C)[NH+](C1=CC=CC=C1)CC N,N-diethylanilinium